2-acetamido-2,5-dideoxy-L-glucose C(C)(=O)N[C@H](C=O)[C@H](O)[C@@H](O)CCO